1,2-DIHYDROPYRIDIN-2-ON N1C(C=CC=C1)=O